3-(3'-ethoxy-4'-(7-oxo-6,7-dihydro-3H-[1,2,3]triazolo[4,5-d]pyrimidin-5-yl)-[1,1'-biphenyl]-4-yl)-3-methylbutanoic acid C(C)OC=1C=C(C=CC1C=1NC(C2=C(N1)NN=N2)=O)C2=CC=C(C=C2)C(CC(=O)O)(C)C